1,4-dibenzyl-1,2,4-triazol-4-ium chloride [Cl-].C(C1=CC=CC=C1)N1N=C[N+](=C1)CC1=CC=CC=C1